NC1=CN(C=C1)C=1C=C2CCN(CC2=CC1)C(=O)NC1=CNC2=CC=CC=C12 6-(3-Aminopyrrol-1-yl)-N-(1H-indol-3-yl)-3,4-dihydro-isoquinoline-2(1H)-carboxamide